O=C1CC[C@@H](N(C1)C(=O)OC(C)(C)C)CCC tert-butyl (S)-5-oxo-2-propylpiperidine-1-carboxylate